C[C@H]1OC2=C(N(C1=O)[C@@H](C)C1=NC(=CC=C1)C(F)(F)F)C=CC(=C2)NC(=O)NC2(CCCC2)C 1-[(2R)-2-methyl-3-oxo-4-[(1S)-1-[6-(trifluoromethyl)pyridin-2-yl]ethyl]-2H-1,4-benzoxazin-7-yl]-3-(1-methylcyclopentyl)urea